BrC(C)C=1C=C2NC(C=3N(C2=CC1)N=CC3)=O 7-(1-bromoethyl)pyrazolo[1,5-a]quinoxalin-4(5H)-one